Vinylpyrrolidinon C(=C)N1C(CCC1)=O